O[C@@H](C(=O)OC(C)(C)C)CC=1C=C2C=NNC2=C(C1)C Tert-butyl (R)-2-hydroxy-3-(7-methyl-1H-indazol-5-yl)propanoate